N-((1R,6S)-2,2-difluoro-6-(((3S,4S)-3-fluoropiperidin-4-yl)oxy)cyclohexyl)-2-(2,3',5'-trifluoro-[1,1'-biphenyl]-3-yl)acetamide FC1([C@@H]([C@H](CCC1)O[C@@H]1[C@H](CNCC1)F)NC(CC=1C(=C(C=CC1)C1=CC(=CC(=C1)F)F)F)=O)F